5-((9-(3,3-Dimethylbutyl)-2,9-diazaspiro[5.5]undecan-2-yl)sulfonyl)-N-methylpyridin-2-amine CC(CCN1CCC2(CCCN(C2)S(=O)(=O)C=2C=CC(=NC2)NC)CC1)(C)C